methyl (4R)-4-hydroxy-2,3-dimethylpentanoate O[C@@H](C(C(C(=O)OC)C)C)C